6-propanamidopyridine-3-carboxamide C(CC)(=O)NC1=CC=C(C=N1)C(=O)N